4-(4-tert-butylpiperazin-1-yl)-5-chloro-2-(4-pyridinyl)-1H-pyrimidin-6-one C(C)(C)(C)N1CCN(CC1)C=1N=C(NC(C1Cl)=O)C1=CC=NC=C1